phenyl-propan-amidobenzylamine C1(=CC=CC=C1)N(CC1=CC=CC=C1)NC(CC)=O